2-bromo-N-(3-(piperidin-1-yl)propyl)benzo[d]imidazo[2,1-b]thiazol-7-carboxamide BrC=1N=C2SC3=C(N2C1)C=CC(=C3)C(=O)NCCCN3CCCCC3